(5-(1-((4-bromobenzyl)sulfonyl)-1,2,5,6-tetrahydropyridin-4-yl)-3-hydroxy-pyridine-2-carbonyl)glycine methyl ester COC(CNC(=O)C1=NC=C(C=C1O)C1=CCN(CC1)S(=O)(=O)CC1=CC=C(C=C1)Br)=O